[Na+].SCCC(=O)[O-] 3-mercaptopropionic acid monosodium salt